NC1=C(C(=CC=2N(C(=NC21)C)C)C(F)(F)F)C2=CC=CN1C(=CC=C21)C(=O)C2=CC(=C(C(=C2)F)F)F (8-(4-amino-1,2-dimethyl-6-(trifluoromethyl)-1H-benzo[d]imidazol-5-yl)indolizin-3-yl)(3,4,5-trifluorophenyl)methanone